FC1([C@H]2[C@H]3[C@](CC[C@@H]2[C@]2(CC[C@@H](C[C@@H]2C1)OC(C)=O)C)([C@H](CC3)[C@H](C)CCC=C(C)C)C)F acetic acid-(1R,3aS,3bR,5aR,7S,9aS,9bS,11aR)-4,4-difluoro-9a,11a-dimethyl-1-[(2R)-6-Methylhept-5-en-2-yl]hexadecahydro-1H-cyclopenta[1,2-i]phenanthrene-7-yl ester